tert-butyl (R)-4-(4-(1-(2-oxopyrrolidin-1-yl)ethyl)phenyl)-3,6-dihydropyridine-1(2H)-carboxylate O=C1N(CCC1)[C@H](C)C1=CC=C(C=C1)C=1CCN(CC1)C(=O)OC(C)(C)C